ethyl (R)-1-(1-(6-chloro-5-(cyclopropylmethoxy)-2-iodopyridin-3-yl)-3,3-dimethylbutan-2-yl)-4-oxo-1,4-dihydropyridine-3-carboxylate ClC1=C(C=C(C(=N1)I)C[C@H](C(C)(C)C)N1C=C(C(C=C1)=O)C(=O)OCC)OCC1CC1